1-(4-(4-(5-(2,6-difluorophenyl)-4,5-dihydroisoxazol-3-yl)thiazol-2-yl)piperidin-1-yl)-2-(2-fluoro-1H-benzoimidazol-1-yl)ethan-1-one FC1=C(C(=CC=C1)F)C1CC(=NO1)C=1N=C(SC1)C1CCN(CC1)C(CN1C(=NC2=C1C=CC=C2)F)=O